3,3,4,5,6,6-hexamethylcyclohexane-1,4-diene-1,2-dicarboxylate CC1(C(=C(C(C(=C1C)C)(C)C)C(=O)[O-])C(=O)[O-])C